N'-hydroxy-1-(o-tolyl)cyclopropanecarboxamidine ON=C(N)C1(CC1)C1=C(C=CC=C1)C